FC1(CCN(CC1)C1=NC(=CC(=N1)NC(=O)C1=C(C=C(C2=CC=CC=C12)NS(=O)(=O)CCO)N1CCC2(CC2)CC1)C)F N-(2-(4,4-difluoropiperidin-1-yl)-6-methylpyrimidin-4-yl)-4-(2-hydroxyethylsulfonylamino)-2-(6-azaspiro[2.5]oct-6-yl)-1-naphthamide